(R)-6-(1-((6-cyclopropyl-2-methyl-1,7-dioxo-1,2,6,7-tetrahydropyrido[3,4-d]pyridazin-4-yl)amino)ethyl)-1,4-dimethyl-1H-indazole-3-carbonitrile C1(CC1)N1C=C2C(=NN(C(C2=CC1=O)=O)C)N[C@H](C)C1=CC(=C2C(=NN(C2=C1)C)C#N)C